ClC=1C=C2C(=C(C=NC2=CC1)C(=O)O)NC1=CC=CC=C1 6-chloro-4-(phenylamino)quinoline-3-carboxylic acid